5-bromo-6-fluoro-3-methylbenzoxazol-2(3H)one BrC=1C(=CC2=C(N(C(O2)=O)C)C1)F